tert-butyl (2R)-2-{[(tert-butoxycarbonyl)(propyl)amino]methyl}-4-fluoro-6-hydroxy-5-(1,1,4-trioxo-1λ6,2,5-thiadiazolidin-2-yl)-2,3-dihydro-1H-indole-1-carboxylate C(C)(C)(C)OC(=O)N(CCC)C[C@@H]1N(C2=CC(=C(C(=C2C1)F)N1S(NC(C1)=O)(=O)=O)O)C(=O)OC(C)(C)C